(S)-10-((5-chloro-2-((S)-hexahydropyrrolo[1,2-a]pyrazin-2(1H)-yl)pyrimidin-4-yl)amino)-2-cyclopropyl-3,3-difluoro-7-methyl-1,2,3,4-tetrahydro-[1,4]oxazepino[2,3-c]quinolin-6(7H)-one ClC=1C(=NC(=NC1)N1C[C@H]2N(CC1)CCC2)NC2=CC=1C3=C(C(N(C1C=C2)C)=O)OCC([C@@H](N3)C3CC3)(F)F